5-(3-((1-(2-(4-(4-chloro-1,2-diphenylbut-1-en-1-yl)phenoxy)ethyl)piperidin-4-yl)methyl)-3,8-diazabicyclo[3.2.1]octane-8-yl)-2-(2,6-dioxopiperidin-3-yl)isoindoline ClCCC(=C(C1=CC=CC=C1)C1=CC=C(OCCN2CCC(CC2)CN2CC3CCC(C2)N3C=3C=C2CN(CC2=CC3)C3C(NC(CC3)=O)=O)C=C1)C1=CC=CC=C1